N1N=CC2=CC=C(C=C12)CN(C=1C=C(CN2CC(NCC2)=O)C=CC1)CC1=CC(=CC=C1)OC 4-(3-(((1H-indazol-6-yl)methyl)(3-methoxybenzyl)amino)benzyl)piperazin-2-one